(E)-N-((1,2,3,5,6,7-hexahydro-s-indacen-4-yl)carbamoyl)-2-(1-(methylsulfonyl)piperidin-3-yl)ethenesulfonamide C1CCC2=C(C=3CCCC3C=C12)NC(=O)NS(=O)(=O)\C=C\C1CN(CCC1)S(=O)(=O)C